1-((1H-indol-2-yl)methyl)piperidin N1C(=CC2=CC=CC=C12)CN1CCCCC1